pentyl hexyl oxalate C(C(=O)OCCCCCC)(=O)OCCCCC